C(C)(C)(C)C1=C(CNC([O-])=O)C(=CC(=C1)C(C)(C)C)C(C)(C)C 2,4,6-tri-tert-butylbenzylcarbamate